N-[3-[3-(3-pyridyl)imidazo[1,2-b]pyridazin-6-yl]phenyl]meth-anesulfonamide N1=CC(=CC=C1)C1=CN=C2N1N=C(C=C2)C=2C=C(C=CC2)NS(=O)(=O)C